C(CCC=C)C1=C(C=CC=C1)C=1N=C(N(C1)COCC[Si](C)(C)C)[C@H](CC=C)NC(OC(C)(C)C)=O (S)-tert-Butyl 1-(4-(2-(pent-4-enyl)phenyl)-1-((2-(trimethylsilyl)ethoxy)methyl)-1H-imidazol-2-yl)but-3-enylcarbamate